S1C(=NC2=C1C=CC=C2)C2CCN(CC2)C2=C(C(N(C1=CC=CC=C21)C)=O)C#N 4-[4-(1,3-Benzothiazol-2-yl)piperidin-1-yl]-1-methyl-2-oxo-1,2-dihydroquinoline-3-carbonitrile